Tetraoctyl 3,3',3'',3'''-((((6-((3-(dimethylamino)propyl)amino)-1,3,5-triazine-2,4-diyl)bis(azanediyl))bis(propane-3,1-diyl))bis(azanetriyl))tetrapropionate CN(CCCNC1=NC(=NC(=N1)NCCCN(CCC(=O)OCCCCCCCC)CCC(=O)OCCCCCCCC)NCCCN(CCC(=O)OCCCCCCCC)CCC(=O)OCCCCCCCC)C